tert-butyl (S)-2-(6-chloro-2-(thiazol-2-ylcarbamoyl)isoindolin-4-yl)pyrrolidine-1-carboxylate ClC1=CC(=C2CN(CC2=C1)C(NC=1SC=CN1)=O)[C@H]1N(CCC1)C(=O)OC(C)(C)C